methyl (3Z)-3-{[(4-{methyl [(4-methylpiperazin-1-yl) acetyl] amino} phenyl) amino]-(phenyl) methylene}-2-oxo-2,3-dihydro-1H-indole-6-carboxylate CN(C1=CC=C(C=C1)N\C(=C\1/C(NC2=CC(=CC=C12)C(=O)OC)=O)\C1=CC=CC=C1)C(CN1CCN(CC1)C)=O